(2R,3S,4R,5R)-5-(6-chloro-4-(((S)-1-(2-fluorophenyl)ethyl)amino)-1H-pyrazolo[3,4-b]pyridin-1-yl)-2-ethynyl-2-(hydroxymethyl)tetrahydrofuran-3,4-diol ClC1=CC(=C2C(=N1)N(N=C2)[C@H]2[C@@H]([C@@H]([C@](O2)(CO)C#C)O)O)N[C@@H](C)C2=C(C=CC=C2)F